CC(C)(OC(CCCC(NCCOCCOCCC(=O)O)=O)=O)C 2,2-dimethyl-4,8-dioxo-3,12,15-trioxa-9-azaoctadecane-18-oic acid